NC=1C=C(C=CC1C(=O)O)C1=C(C=CC=C1)F 3-amino-2'-fluoro-[1,1'-biphenyl]-4-carboxylic acid